5-(2-(3-((3,5-dimethoxybenzyl)oxy)phenyl)-1H-pyrrolo[2,3-b]pyridin-4-yl)-1H-indazol-3-amine COC=1C=C(COC=2C=C(C=CC2)C2=CC=3C(=NC=CC3C=3C=C4C(=NNC4=CC3)N)N2)C=C(C1)OC